O1CC=C(C=C1)CO 2H-pyran-4-yl-methanol